(1R,2S,5S)-N-[cyano(3-pyridyl)methyl]-3-(7-fluoro-1H-indole-2-carbonyl)-6,6-dimethyl-3-azabicyclo[3.1.0]hexane-2-carboxamide C(#N)C(NC(=O)[C@@H]1[C@H]2C([C@H]2CN1C(=O)C=1NC2=C(C=CC=C2C1)F)(C)C)C=1C=NC=CC1